(Z)-5-hexadecenol C(CCC\C=C/CCCCCCCCCC)O